FCCOCCC(F)(F)F (2-fluoroethyl)(3,3,3-trifluoro-n-propyl)ether